3-{1-methyl-1H-pyrrolo[3,2-C]pyridin-7-yl}azetidine-1-carboxylic acid tert-butyl ester C(C)(C)(C)OC(=O)N1CC(C1)C=1C2=C(C=NC1)C=CN2C